1-(2-bromoethyl)-4-fluoro-benzene BrCCC1=CC=C(C=C1)F